(2R,3R,4S,5R)-2-(4-amino-7H-pyrrolo[2,3-d]pyrimidin-7-yl)-5-(2-(2,3-dihydro-1H-pyrrolo[2,3-b]quinolin-7-yl)ethyl)tetrahydrofuran-3,4-diol NC=1C2=C(N=CN1)N(C=C2)[C@@H]2O[C@@H]([C@H]([C@H]2O)O)CCC2=CC=C1C=C3C(=NC1=C2)NCC3